3-Methacryloxypropyl-triacetoxysilan C(C(=C)C)(=O)OCCC[Si](OC(C)=O)(OC(C)=O)OC(C)=O